CC1=C(N=NC(=C1)NC1CN(CCC1)C)C1=C(C=C(C=C1)OC(F)(F)F)O 2-(4-methyl-6-((1-methylpiperidin-3-yl)amino)pyridazin-3-yl)-5-(trifluoromethoxy)phenol